C(=O)O.C(=O)O.OCC(O)CO glycerin diformate